tertbutyl (R)-3-(2-((tert-butyldiphenylsilyl)oxy)ethyl)-4-(2-chloro-7-methyl-6-oxo-5,6-dihydro-1,5-naphthyridine-3-carbonyl)piperazine-1-carboxylate [Si](C1=CC=CC=C1)(C1=CC=CC=C1)(C(C)(C)C)OCC[C@@H]1CN(CCN1C(=O)C=1C(=NC=2C=C(C(NC2C1)=O)C)Cl)C(=O)OC(C)(C)C